1,2-diisothiocyanatobenzene (1-chloro-4-fluoro-3-methyl-6,7-dihydro-5H-cyclopenta[c]pyridin-6-yl)methyl-4-methylbenzenesulfonate ClC1=NC(=C(C2=C1CC(C2)COS(=O)(=O)C2=CC=C(C=C2)C)F)C.N(=C=S)C2=C(C=CC=C2)N=C=S